CN1[C@@H](CC(C[C@@H]1C)C=1N=NC2=CC=CC=C2C1)C 3-[(2R,6S)-1,2,6-trimethylpiperidin-4-yl]cinnoline